(2R,3S,4R,5R)-2-(hydroxymethyl)-5-{6-{2-[(E)-3-(methylthio)propylidene]hydrazino}-9H-purin-9-yl}tetrahydrofuran-3,4-diol OC[C@H]1O[C@H]([C@@H]([C@@H]1O)O)N1C2=NC=NC(=C2N=C1)N/N=C/CCSC